C(C)N1C(NC2=C(C1=O)SC(=C2)CN2C(CNCC2)=O)=O 3-ethyl-6-((2-oxopiperazin-1-yl)methyl)thieno[3,2-d]pyrimidine-2,4(1H,3H)-dione